ClC1=CC=2N(C=C1)N=CC2C2=NC(=C(C=C2)Cl)N2C[C@@H](N[C@@H](C2)C)C 5-chloro-3-(5-chloro-6-((3S,5R)-3,5-dimethylpiperazin-1-yl)pyridin-2-yl)pyrazolo[1,5-a]pyridine